N-(cis-1-acetyl-2-(((cis-4-(1-methyl-1H-pyrazol-4-yl)cyclohexyl)oxy)methyl)piperidin-3-yl)methanesulfonamide C(C)(=O)N1[C@H]([C@H](CCC1)NS(=O)(=O)C)CO[C@@H]1CC[C@@H](CC1)C=1C=NN(C1)C